2-(4-(2-Aminoethyl)-1H-imidazol-1-yl)-N-((tetrahydro-2H-pyran-4-yl)methyl)-7,8-dihydro-5H-pyrano[4,3-d]pyrimidin-4-amine NCCC=1N=CN(C1)C=1N=C(C2=C(N1)CCOC2)NCC2CCOCC2